4-amino-7-fluoro-8-(5-fluoro-6-methoxypyridin-3-yl)-3-(ethylcarbamoyl)cinnoline 2-oxide NC1=C([N+](=NC2=C(C(=CC=C12)F)C=1C=NC(=C(C1)F)OC)[O-])C(NCC)=O